CN(C1=CC=C(C=C1)C1=NC(=CC(=C1)C1=CC=C(C=C1)OC)C1=CC=C(C=C1)N(C)C)C 2,6-bis(4-dimethylaminophenyl)-4-(4-methoxyphenyl)pyridine